(triphenylphosphine) ruthenium (II) acetate C(C)(=O)[O-].[Ru+2].C1(=CC=CC=C1)P(C1=CC=CC=C1)C1=CC=CC=C1.C(C)(=O)[O-]